1-butyl-1-dodecyl-pyrrolium C(CCC)[N+]1(C=CC=C1)CCCCCCCCCCCC